C1(=CC=CC=C1)C1OC2=CC=CC=C2C(C1)O 2-phenylchroman-4-ol